tert-butyl 4-(2-methoxy-2-carbonylethyl)piperidine-1-carboxylate COC(CC1CCN(CC1)C(=O)OC(C)(C)C)=C=O